2-(2,6-dioxopiperidin-3-yl)-5-(3-(3-(3-((1r,3r)-3-((5-(5-methyl-5H-pyrido[4,3-b]indol-7-yl)pyridin-2-yl)oxy)cyclobutoxy)propoxy)propoxy)azetidin-1-yl)isoindoline-1,3-dione O=C1NC(CCC1N1C(C2=CC=C(C=C2C1=O)N1CC(C1)OCCCOCCCOC1CC(C1)OC1=NC=C(C=C1)C=1C=CC=2C3=C(N(C2C1)C)C=CN=C3)=O)=O